((((1S,4R)-2-hydroxy-7,7-dimethylbicyclo[2.2.1]hept-1-yl)methyl)sulfonyl)-4-(3-methoxyphenyl)piperidin-4-ol OC1[C@@]2(CC[C@H](C1)C2(C)C)CS(=O)(=O)N2CCC(CC2)(O)C2=CC(=CC=C2)OC